2-(o-tolyl)cyclohexanone C1(=C(C=CC=C1)C1C(CCCC1)=O)C